(S)-3-(1'-((3-(1-methyl-1H-pyrazol-4-yl)phenyl)methyl-d2)-6-oxo-6,8-dihydro-2H,7H-spiro[furo[2,3-e]isoindol-3,4'-piperidin]-7-yl)piperidine-2,6-dione CN1N=CC(=C1)C=1C=C(C=CC1)C(N1CCC2(CC1)COC1=C3CN(C(C3=CC=C12)=O)[C@@H]1C(NC(CC1)=O)=O)([2H])[2H]